(R)-1-(3,5-dimethylpyridin-2-yl)-N-methyl-N-((5-morpholino-1,2,3,4-tetrahydroisoquinolin-3-yl)methyl)methanamine CC=1C(=NC=C(C1)C)CN(C[C@@H]1NCC2=CC=CC(=C2C1)N1CCOCC1)C